BrC1=C(C=C(C=C1)F)NC1=CN=NC=C1 N-(2-bromo-5-fluoro-phenyl)pyridazin-4-amine